C(C\C=C/CC)OC(C(CC)C)=O 2-methyl-butyric acid-(3Z)-3-hexen-1-yl ester